((1-ethyl-2,4-dioxopiperidin-3-ylidene)methyl)glycine C(C)N1C(C(C(CC1)=O)=CNCC(=O)O)=O